(3-(2-(bicyclo[1.1.1]pentan-1-yl)-5-(2-((2,2-dioxo-2-thiaspiro[3.3]heptan-6-yl)-amino)pyrimidin-4-yl)thiazol-4-yl)-2-fluorophenyl)-6-fluoroindole-1-sulfonamide C12(CC(C1)C2)C=2SC(=C(N2)C=2C(=C(C=CC2)C=2N(C1=CC(=CC=C1C2)F)S(=O)(=O)N)F)C2=NC(=NC=C2)NC2CC1(CS(C1)(=O)=O)C2